NCCC1=CC=C2CCN(CC2=C1)C(=O)OC(C)(C)C tert-butyl 7-(2-aminoethyl)-3,4-dihydro-1H-isoquinoline-2-carboxylate